COC1=CC=C(C(=O)N[C@H]2C[C@H](CCC2)NC2=CC=CC=3N2C=C(N3)C(F)(F)F)C=C1 4-methoxy-N-[(1R,3S)-3-{[2-(trifluoromethyl)imidazo[1,2-a]pyridin-5-yl]amino}cyclohexyl]benzamide